1,1,3,3,3-pentachloropropene ClC(=CC(Cl)(Cl)Cl)Cl